ClC1=CC=C(C(=N1)C(=O)O)N[C@H](C)C1=C2N=C(C(=NC2=CC(=C1)C)C#N)N1CCNCC1 (R)-6-chloro-3-((1-(2-cyano-7-methyl-3-(piperazin-1-yl)quinoxalin-5-yl)ethyl)amino)picolinic acid